C(C)N1C(NC2=CC(=CC=C2C1=O)CN1CCN(CC1)C=1C=CC(=NC1C([2H])([2H])[2H])C(=O)NC([2H])([2H])[2H])=O 5-(4-((3-ethyl-2,4-dioxo-1,2,3,4-tetrahydroquinazolin-7-yl)methyl)piperazin-1-yl)-N,6-bis(methyl-d3)pyridineamide